N1-(N-Cyanosulfamoyl)-N2-(3,5-difluoro-3'-(methoxy-d3)-[1,1'-biphenyl]-4-yl)cyclopent-1-ene-1,2-dicarboxamide C(#N)NS(=O)(=O)NC(=O)C1=C(CCC1)C(=O)NC1=C(C=C(C=C1F)C1=CC(=CC=C1)OC([2H])([2H])[2H])F